C(C)C=1C(=CC=C2C=C(C=C(C12)C1CCC=2C(=NC(=NC2C1)OCC1(CC1)CO)N1C[C@@](CCC1)(O)C)OCOC)F (3R)-1-(7-(8-ethyl-7-fluoro-3-(methoxymethoxy)naphthalen-1-yl)-2-((1-(hydroxymethyl)cyclopropyl)methoxy)-5,6,7,8-tetrahydroquinazolin-4-yl)-3-methylpiperidin-3-ol